C(#N)C1=CC=C(C(=O)NC=2C=C3CN(C(C3=CC2)=O)C2C(NC(CC2)=O)=O)C=C1 4-cyano-N-(2-(2,6-dioxopiperidin-3-yl)-1-oxoisoindolin-5-yl)benzamide